BrC1=C(C2=C(CN3[C@@H](CO2)CNCC3)C=C1O)F (12AR)-9-bromo-10-fluoro-1,2,3,4,12,12a-hexahydro-6H-pyrazino[2,1-c][1,4]benzoxazepin-8-ol